[Br-].CN1C=[N+](C=C1)CCCC 1-methyl-3-butylimidazolium bromide salt